(1'r,4'r)-4'-ethyl-[1,1'-bi(cyclohexan)] C(C)C1CCC(CC1)C1CCCCC1